FC(OC1=C(C=CC=C1)CC(=O)O)(F)F [2-(trifluoromethoxy)phenyl]acetic acid